C(C=C)OC(=O)C1(CC1)N1C[C@@H]2N(CC([C@@H]2C1)(F)F)C(=O)OC(C)(C)C (cis)-tert-Butyl 5-(1-((allyloxy)carbonyl)cyclopropyl)-3,3-difluorohexahydropyrrolo[3,4-b]pyrrole-1(2H)-carboxylate